C(C)[S@H]1[C@@H](SCCC1)C=1CC(C1C1=CC=CC=C1)C1=CC=CC=C1 trans-S-ethyl-2-(1,3-dithian-2-yl)-3,4-diphenyl-cyclobut-2-en